NC1=C(C=C(C#N)C=C1C(=C)C)C(=C)C 4-amino-3,5-diisopropenyl-benzonitrile